tert-Butyl N-[5-[(5-amino-2-chloro-3-fluoro-benzoyl)amino]-2,4-difluoro-phenyl]-N-tert-butoxycarbonyl-carbamate NC=1C=C(C(=C(C(=O)NC=2C(=CC(=C(C2)N(C(OC(C)(C)C)=O)C(=O)OC(C)(C)C)F)F)C1)Cl)F